[Ho].[Fe] iron-holmium